L-alanine isopropyl ester hemisulphate S(=O)(=O)(O)O.C(C)(C)OC([C@@H](N)C)=O.N[C@@H](C)C(=O)OC(C)C